4-(trans-2-((cyclopropylmethyl)amino)cyclopropyl)-5-methyl-N-(tetrahydro-2H-pyran-4-yl)thiophene-2-carboxamide Fumarate C(\C=C\C(=O)O)(=O)O.C1(CC1)CN[C@H]1[C@@H](C1)C=1C=C(SC1C)C(=O)NC1CCOCC1